1-(4-((1R,2R)-6-Hydroxy-2-isobutyl-1,2,3,4-tetrahydronaphthalen-1-yl)phenyl)piperidine-4-carbaldehyde OC=1C=C2CC[C@@H]([C@@H](C2=CC1)C1=CC=C(C=C1)N1CCC(CC1)C=O)CC(C)C